C(C)(C)C1=C(C(=CC=C1)C(C)C)N1C(=NC2=CC(=C(C=C2C1=O)I)F)CC 3-(2,6-diisopropylphenyl)-2-ethyl-7-fluoro-6-iodoquinazolin-4(3H)-one